monoaminopyridineboronic acid NC=1C(=NC=CC1)B(O)O